N,N-diethylformamide dimethyl acetal COC(N(CC)CC)OC